butoxycarbonyl-3-methylindoline-3-carboxylic acid C(CCC)OC(=O)N1CC(C2=CC=CC=C12)(C(=O)O)C